ClC=1C=C(C=CC1F)[C@@H](CO)NC(=O)NC=1C=NN(C1)C1=NC(=NC=C1C)NC1=C(C=C(C=C1)F)Cl (S)-1-(1-(3-chloro-4-fluorophenyl)-2-hydroxyethyl)-3-(1-(2-((2-chloro-4-fluorophenyl)amino)-5-methyl-pyrimidin-4-yl)-1H-pyrazol-4-yl)urea